N2,N7-bis(2-(2-(2-(2-azidoethoxy)ethoxy)ethoxy)ethyl)-9-(3-(6-hydroxy-7-((4-(trifluoromethyl)phenyl)sulfonyl)heptanamido)propyl)-9H-carbazole-2,7-dicarboxamide N(=[N+]=[N-])CCOCCOCCOCCNC(=O)C1=CC=2N(C3=CC(=CC=C3C2C=C1)C(=O)NCCOCCOCCOCCN=[N+]=[N-])CCCNC(CCCCC(CS(=O)(=O)C1=CC=C(C=C1)C(F)(F)F)O)=O